C1(CC1)C=1C(=C(C=CC1)[C@H]1CC2(CN(C2)C(=O)C2CC(C2)(C)O)CC1)F |r| (rac)-(6-(3-cyclopropyl-2-fluorophenyl)-2-azaspiro[3.4]oct-2-yl)((1s,3s)-3-hydroxy-3-methylcyclobutyl)methanone